2,2,2-trifluoroethanesulfonic acid anion FC(CS(=O)(=O)[O-])(F)F